COC(CCCCCCC\C=C/CCCCCCCCCC)=O gadoleic acid methyl ester